ClC=1C(=NN(C1)C)C(=O)N1C[C@H](N(CC1)CC(=O)C1=CC=C(C=C1)F)C 2-[(R)-4-(4-Chloro-1-methyl-1H-pyrazole-3-carbonyl)-2-methyl-piperazin-1-yl]-1-(4-fluoro-phenyl)-ethanone